ClC=1C(N(SC1Cl)CCCCCCCC)=O 4,5-dichloro-2-octyl-1,2-thiazol-3-one